5-[[4-chloro-2-(4-methyl-1,2,5-oxadiazol-3-yl)benzimidazol-1-yl]methyl]pyridine-2-carbonitrile ClC1=CC=CC=2N(C(=NC21)C2=NON=C2C)CC=2C=CC(=NC2)C#N